dimethylaminomethylsulfanyl-N,N-dimethyldithiocarbamate CN(C)CS[SH-]C(N(C)C)=S